CN1N=CC(=C1)CC(=O)O (1-methyl-1H-pyrazol-4-yl)acetic acid